amino-3-bromo-1-cyclopentyl-1H-pyrazole NC=1C(=NN(C1)C1CCCC1)Br